ClC=1SC(=CN1)CN1COCN(C1=N[N+](=O)[O-])C {3-[(2-Chloro-1,3-thiazol-5-yl)methyl]-5-methyl-1,3,5-oxadiazinan-4-ylidene}nitramide